(S)-6-bromo-2-(2-((tert-butyldimethylsilyl)oxy)-1-(3-chlorophenyl)ethyl)-3,4-dihydropyrrolo[1,2-c]pyrimidin-1(2H)-one BrC=1C=C2N(C(N(CC2)[C@H](CO[Si](C)(C)C(C)(C)C)C2=CC(=CC=C2)Cl)=O)C1